4-(4-(1-(4-chloro-3-fluorophenyl)-3,3-dimethyl-2,3-dihydro-1H-pyrrolo[3,2-b]pyridine-5-carbonyl)-3,3-dimethylpiperazin-1-yl)-4-oxobutanoic acid ethyl ester C(C)OC(CCC(=O)N1CC(N(CC1)C(=O)C1=CC=C2C(=N1)C(CN2C2=CC(=C(C=C2)Cl)F)(C)C)(C)C)=O